C[C@@H]1N(C[C@H](N(C1)C(CC)C12CC(C1)(C2)C(F)(F)F)C)C=2C1=C(N(C(N2)=O)C)C=CC(=N1)C#N 4-((2S,5R)-2,5-dimethyl-4-(1-(3-(trifluoromethyl)bicyclo[1.1.1]pentan-1-yl)propyl)piperazin-1-yl)-1-methyl-2-oxo-1,2-dihydropyrido[3,2-d]pyrimidine-6-carbonitrile